C(C)(C)(C)OC(=O)N1[C@H]2C[C@H]2C[C@H]1C(NC1=CC(=C(C=C1)C)C1=NN2C(C=N1)=CC=C2)=O.C2(=CC=CC=C2)CC(=O)C2=C(C=1C=CC3=CC=CC=C3C1C=C2)CC2=CC=C(C=C2)N 2-Phenyl-acetyl-para-aminobenzyl-phenanthrene (1S,3S,5S)-tert-butyl-3-((4-methyl-3-(pyrrolo[2,1-f][1,2,4]triazin-2-yl)phenyl)carbamoyl)-2-azabicyclo[3.1.0]hexane-2-carboxylate